(2R,3S,4S)-4-hydroxy-2-[(4-methoxyphenyl)methyl]pyrrolidin-3-yl N-{2-[4-(fluorosulfonyl)phenyl]ethyl}carbamate FS(=O)(=O)C1=CC=C(C=C1)CCNC(O[C@H]1[C@H](NC[C@@H]1O)CC1=CC=C(C=C1)OC)=O